P(=O)(OCCCOC(CCCCCCCCCCCCCCC)=O)(OCC[N+](C)(C)C)[O-] 3-(palmitoyloxy)propyl (2-(trimethylammonio)ethyl) phosphate